C(C)(=O)[O-].C1(CCCCC1)N1C=[N+](C=C1)C1CCCCC1 1,3-dicyclohexylimidazolium acetate